COC1=CC=C(C=N1)[C@H](CC(=O)O)N1N=C2C=C(C=CC2=C1)CCC1NC2=NC=CC=C2CC1 (3S)-3-(6-methoxypyridin-3-yl)-3-(6-(2-(1,2,3,4-tetrahydro-1,8-naphthyridin-2-yl)ethyl)-2H-indazol-2-yl)propionic acid